N-benzyl-5H-pyrrolo[3,2-d]pyrimidin-2-amine C(C1=CC=CC=C1)NC=1N=CC2=C(N1)C=CN2